(1R,2S,5S)-N-{(1S)-1-cyano-2-[(3S)-2-oxopyrrolidin-3-yl]-ethyl}-6,6-Dimethyl-3-[3-methyl-N-(trifluoroacetyl)-L-valyl]-3-azabicyclo[3.1.0]hexane-2-carboxamide C(#N)[C@H](C[C@H]1C(NCC1)=O)NC(=O)[C@@H]1[C@H]2C([C@H]2CN1C([C@@H](NC(C(F)(F)F)=O)C(C)(C)C)=O)(C)C